NCC1=CC=C(C=C1)C1=CC(=C(C=C1)OCC)S(=O)(=O)N1CCC2(C[C@@H](CO2)NC[C@@H](COC2=CC(=CC=C2)S(=O)(=O)C2(CC2)CO)O)CC1 (S)-1-((S)-8-(4'-(Aminomethyl)-4-ethoxybiphenyl-3-ylsulfonyl)-1-oxa-8-azaspiro[4.5]-decan-3-ylamino)-3-(3-(1-(hydroxymethyl)cyclopropylsulfonyl)phenoxy)propan-2-ol